COC1=C2C(CC(OC2=CC(=C1)OC)(C1=CC=CC=C1)C1=C(C=CC=C1)Cl)=O 5,7-dimethoxy-2-(o-chlorophenyl)-flavanone